(1-(4-bromothiazol-2-yl)-3-(1,3-dioxoisoindolin-2-yl)propyl)carbamic acid tert-butyl ester C(C)(C)(C)OC(NC(CCN1C(C2=CC=CC=C2C1=O)=O)C=1SC=C(N1)Br)=O